C(CCCCCC(C)(C)C)(=O)OCC(COC1=CC(=C(C=C1)C1=NC(=NC(=N1)C1=CC=C(C=C1)C1=CC=CC=C1)C1=CC=C(C=C1)C1=CC=CC=C1)O)OC(NCCCCCCCCC1C(CC(C(C1)CCCCCCCC)CCCCCC)CCCCCCCCN=C=O)=O [3-[4-[4,6-bis(4-phenylphenyl)-1,3,5-triazin-2-yl]-3-hydroxy-phenoxy]-2-[8-[4-hexyl-2-(8-isocyanatooctyl)-5-octyl-cyclohexyl] octylcarbamoyloxy] propyl] neodecanoate